phosphoric acid propyl-(methyl)acrylate C(CC)C=C(C(=O)O)C.P(O)(O)(O)=O